OC1=CC=C2C=C(C=NC2=N1)N1C[C@@H]([C@@H](C1)C)NC(OC(C)(C)C)=O tert-butyl N-[(3R,4R)-1-(7-hydroxy-1,8-naphthyridin-3-yl)-4-methylpyrrolidin-3-yl]carbamate